2,6-dimethoxy-N-(4-methoxy-6-(4-(4-propioloylpiperazin-1-yl)thiazol-2-yl)benzo[d]isoxazol-3-yl)benzenesulfonamide COC1=C(C(=CC=C1)OC)S(=O)(=O)NC1=NOC2=C1C(=CC(=C2)C=2SC=C(N2)N2CCN(CC2)C(C#C)=O)OC